FC1=C(C(=CC=C1)C)N1CCC(CC1)N1C(N(C=2C(C1)=CN(N2)C(C([2H])([2H])[2H])C([2H])([2H])[2H])CC2=C(C=CC=C2)C(F)(F)F)=O 5-[1-(2-fluoro-6-methyl-phenyl)-piperidin-4-yl]-2-([1,1,1,3,3,3-2H6]Propan-2-yl)-7-(2-triFluoromethyl-benzyl)-2,4,5,7-tetrahydro-pyrazolo[3,4-d]Pyrimidin-6-one